8-bromo-6-chloro-2-methylimidazo[1,2-a]pyridine BrC=1C=2N(C=C(C1)Cl)C=C(N2)C